ethyl 4-(4-chlorophenyl)-2-(1-hydroxycyclobutyl)imidazo[1,2-a][1,8]naphthyridine-8-carboxylate ClC1=CC=C(C=C1)C=1C=2C=CC=3N(C2N=C(C1)C1(CCC1)O)C=C(N3)C(=O)OCC